COC1=C(C(=C(C=C1)OC)OC)OC 1,2,3,4-tetramethoxybenzene